N1C=CC2=C(C=CC=C12)N[C@H](C)C=1C=C(C=C2C(C(=C(OC12)C=1C=NC=CC1)C)=O)C 8-[(1R)-1-(1H-Indol-4-ylamino)ethyl]-3,6-dimethyl-2-(3-pyridyl)chromen-4-one